C(C)OC1=C(O[C@H]2CN(CCC2)C2=CN=CC(=N2)NC2=NC=CC(=N2)OC2CCCCC2)C=CC=C1 (1S,4s)-4-((2-((6-((R)-3-(2-Ethoxyphenoxy)piperidin-1-yl)pyrazin-2-yl)amino)pyrimidin-4-yl)oxy)cyclohexan